ClC1=C(SC2=NC(=CC=C21)C2=CC=1C(N=C2)=NN(C1)C)[C@H](O)C1CC(C1)(F)F (R)-(3-chloro-6-(2-methyl-2H-pyrazolo[3,4-b]pyridin-5-yl)thieno[2,3-b]pyridin-2-yl)(3,3-difluorocyclobutyl)methanol